tert-butyl (R)-(1-(2-bromo-4-chlorophenyl)pyrrolidin-3-yl)carbamate BrC1=C(C=CC(=C1)Cl)N1C[C@@H](CC1)NC(OC(C)(C)C)=O